N-(5-fluoropyridin-2-yl)-1-[1-(5-methyl-1,2,4-oxadiazole-3-carbonyl)-1,2,3,4-tetrahydroquinolin-6-yl]cyclobutane-1-carboxamide FC=1C=CC(=NC1)NC(=O)C1(CCC1)C=1C=C2CCCN(C2=CC1)C(=O)C1=NOC(=N1)C